2-(piperazin-1-yl)nicotinaldehyde N1(CCNCC1)C1=C(C=O)C=CC=N1